CC1=NN(C=C1[N+](=O)[O-])CCO 2-(3-methyl-4-nitro-1H-pyrazol-1-yl)ethan-1-ol